C[C@@H](C(=O)OCC1=CC=CC=C1)CO (R)-benzyl 2-methyl-3-hydroxypropionate